NCC1=C(C=CC(=C1)NC1=CC=C(C=C1)N1CCC(CC1)C(F)(F)F)NC 2-(aminomethyl)-N1-methyl-N4-(4-(4-(trifluoromethyl)piperidin-1-yl)phenyl)benzene-1,4-diamine